ClC1OCCCC1Cl 2,3-dichloro-tetrahydropyran